Dinitroanisole COC1=C(C=C(C=C1)[N+](=O)[O-])[N+](=O)[O-]